CNC(=O)C1=C(C=C(N1)C(=O)O)OC(COS(=O)(=O)C1=CC=C(C)C=C1)C1=CC=CC=C1 5-(methylcarbamoyl)-4-(1-phenyl-2-(tosyloxy)ethoxy)-1H-pyrrole-2-carboxylic acid